N[C@@H](C(=O)O)CC(CC)(C)C (R)-2-amino-4,4-dimethylhexanoic acid